CC(C)C1=CC=CC=N1 6-propan-2-ylpyridin